BrC1=C(C=CC=C1)/C=C/C1CN(C1)C(=O)OC(C)(C)C tert-butyl 3-[(E)-2-(2-bromophenyl)ethenyl]azetidine-1-carboxylate